FC=1C=CC2=C(CCC3=NC4=C(C(NCCO2)=O)C=NN4C=C3)C1 11-fluoro-6,7,13,14-tetrahydro-1,15-ethenopyrazolo[4,3-f][1,4,8]benzoxadiazacyclotridecin-4(5H)-one